(S)-(5-(3,5-difluorophenyl)-4,5-dihydro-1H-pyrazol-1-yl)(3-hydroxyazetidin-1-yl)methanone FC=1C=C(C=C(C1)F)[C@@H]1CC=NN1C(=O)N1CC(C1)O